N1N=NC2=NC(=CC=C21)C=2C=C(C(=O)NC=1C=NN(C1)CC1=C(C=CC=C1)F)C=CC2 3-(1H-[1,2,3]triazolo[4,5-b]pyridin-5-yl)-N-(1-(2-fluorobenzyl)-1H-pyrazol-4-yl)benzamide